indolonaphthopyran C=1C=COC=2C1C1=C3C(C=CC1=CC2)=NC=2C=CC=CC23